S(=O)(=O)([O-])[O-].[Pb+2].[Ti+4].S(=O)(=O)([O-])[O-].S(=O)(=O)([O-])[O-] titanium lead sulfate